2,2,5,5-tetramethyl-piperidine CC1(NCC(CC1)(C)C)C